2-[cyclopropanecarbonyl-(2,6-difluoro-4-pyridinyl)amino]-N-(2,2-dimethylcyclobutyl)-5-methyl-thiazole-4-carboxamide C1(CC1)C(=O)N(C=1SC(=C(N1)C(=O)NC1C(CC1)(C)C)C)C1=CC(=NC(=C1)F)F